COC(CCCCC(=O)[O-])=O.[Cu+2].FC=1C(=CC(=NC1)OC)C1=CC(=NN1)C(=O)N1C2(CC2)C[C@@H](CC1)NC(=O)C1CCC(CC1)(C(F)(F)F)O.COC(CCCCC(=O)[O-])=O (1S,4S)-N-((R)-4-(5-(5-fluoro-2-methoxypyridin-4-yl)-1H-pyrazole-3-carbonyl)-4-azaspiro[2.5]oct-7-yl)-4-hydroxy-4-(trifluoromethyl)cyclohexane-1-carboxamide copper methyladipate